6-((1S,6S)-6-aminocyclohex-3-en-1-yl-2,2,3,4,5,5-d6)-7-bromo-2-chloro-N-(thiophen-2-ylmethyl)thieno[3,2-d]pyrimidin-4-amine N[C@H]1C(C(=C(C([C@@H]1C1=C(C=2N=C(N=C(C2S1)NCC=1SC=CC1)Cl)Br)([2H])[2H])[2H])[2H])([2H])[2H]